4-((1-methylpiperidin-4-yl)amino)-N-(3-(1-(4-fluorophenyl)-1H-benzo[d]imidazol-6-yl)-1H-pyrazol-5-yl)benzamide CN1CCC(CC1)NC1=CC=C(C(=O)NC2=CC(=NN2)C=2C=CC3=C(N(C=N3)C3=CC=C(C=C3)F)C2)C=C1